(3-(1H-imidazol-1-yl)-5-methoxyphenoxy)-6,7-dimethoxyquinazoline N1(C=NC=C1)C=1C=C(OC2=NC3=CC(=C(C=C3C=N2)OC)OC)C=C(C1)OC